2-(7-methoxy-naphthalen-1-yl)-N,N-dimethylethan-1-amine COC1=CC=C2C=CC=C(C2=C1)CCN(C)C